[N+](=O)([O-])C1=C(C=CC=C1)C1=C(C(=O)N)C=CC=C1 (2-nitrophenyl)benzamide